N-cyclopentyl-4,4-dimethyl-7-(4-morpholinopiperidin-1-yl)-3,4-dihydroisoquinoline-2(1H)-carboxamide C1(CCCC1)NC(=O)N1CC2=CC(=CC=C2C(C1)(C)C)N1CCC(CC1)N1CCOCC1